(E)-1-ethyl-6-hydroxy-5-((4-methoxyphenyl)diazenyl)-4-methyl-2-oxo-1,2-dihydropyridine-3-carbonitrile C(C)N1C(C(=C(C(=C1O)\N=N\C1=CC=C(C=C1)OC)C)C#N)=O